BrC1=NN(C(N1C(C(=O)N)C)=O)CC1=CC(=C(C=C1)OC)OC 2-[3-bromo-1-[(3,4-dimethoxyphenyl)methyl]-5-oxo-1,2,4-triazol-4-yl]propanamide